O1[C@H](COCC1)CC(=O)O ((2S)-1,4-dioxane-2-yl)acetic acid